C1(CCCCC1)N(C1=NC=CC(=C1C)I)C N-cyclohexyl-4-iodo-N,3-dimethylpyridin-2-amine